FC1=C(C(=CC(=C1F)F)F)[B-](C1=C(C(=C(C=C1F)F)F)F)(C1=C(C(=C(C=C1F)F)F)F)C1=C(C(=C(C=C1F)F)F)F.C(CC)[NH+](CCC)CCC tripropylammonium tetrakis(2,3,4,6-Tetrafluorophenyl)borate